C(C)C(C(=O)O)CCCCCC(=O)O 2-ethylsuberic acid